C(C)(C)OC=1C=CC(=C(C1)NC=1C=CC(=NC1)N)[N+](=O)[O-] N5-(5-isopropoxy-2-nitro-phenyl)pyridine-2,5-diamine